C1CCN2C3CCC(=C12)C3 Hexahydro-5,8-methanoindolizine